ClC1=C2C(=NN(C2=CC=C1)S(=O)(=O)C1=CC=C(C=C1)C(C)(F)F)N1C[C@H]([C@@H](C1)F)F 4-chloro-1-[4-(1,1-difluoroethyl)phenyl]sulfonyl-3-((3R,4R)-3,4-difluoropyrrolidin-1-yl)indazole